2-(3-Butyl-2,2-dimethylcyclopropyl)-3-ethylcyclopent-2-en-1-one C(CCC)C1C(C1C=1C(CCC1CC)=O)(C)C